FC1=CC=C(C(=O)N2CCC(CC2)O)C=C1 1-(4-fluorobenzoyl)-4-hydroxypiperidin